P(=O)(O)(O)O.FC=1C=C(C=CC1)S(=O)(=O)OC1=C(C=CC=2CC3N(CC12)CCC=1C=C(C(=CC13)OC)OC)OC 2,3,10-Trimethoxy-5,6,7,8,13,13a-hexahydroisoquinolino[2,1-b]isoquinolin-9-yl 3-fluorobenzenesulfonate phosphate Salt